(((S)-6-((S)-2-amino-3-(naphthalen-2-yl)propionamido)-1-(tert-butoxy)-1-oxohex-2-yl)carbamoyl)-L-glutamic acid di-tert-butyl ester C(C)(C)(C)OC([C@@H](NC(N[C@H](C(=O)OC(C)(C)C)CCCCNC([C@H](CC1=CC2=CC=CC=C2C=C1)N)=O)=O)CCC(=O)OC(C)(C)C)=O